3-(carbazol-9-yl)phenylboronic acid C1=CC=CC=2C3=CC=CC=C3N(C12)C=1C=C(C=CC1)B(O)O